(E)-5-(3,4-dimethylphenyl)pent-4-enal CC=1C=C(C=CC1C)/C=C/CCC=O